C1(CC1)NC1=C(C(=O)O)C=CC(=C1)C1N(CCN(C1)CCC(F)(F)F)CC1=C2C=CNC2=C(C=C1OC)C 2-(Cyclopropylamino)-4-(1-((5-methoxy-7-methyl-1H-indol-4-yl)methyl)-4-(3,3,3-trifluoropropyl)piperazin-2-yl)benzoic acid